FC1=C(C=CC(=C1F)C=1C(=NN(C1)CCOC)CO)C1=CN=C(N1C)C(=O)N 5-[2,3-difluoro-4-[3-(hydroxymethyl)-1-(2-methoxyethyl)pyrazol-4-yl]phenyl]-1-methyl-imidazole-2-carboxamide